2-(4-nitrophenyl)ethane-1-amine hydrochloride Cl.[N+](=O)([O-])C1=CC=C(C=C1)CCN